2-({6-[(1,3-Benzothiazol-2-yl)amino]-5-methylpyridazin-3-yl}(4-hydroxybutyl)amino)-5-(3-{2-fluoro-4-[3-(methylamino)prop-1-yn-1-yl]phenoxy}propyl)-1,3-thiazole-4-carboxylic acid S1C(=NC2=C1C=CC=C2)NC2=C(C=C(N=N2)N(C=2SC(=C(N2)C(=O)O)CCCOC2=C(C=C(C=C2)C#CCNC)F)CCCCO)C